ClC1=CC=C2C(=CNC2=C1Cl)S(=O)(=O)NC1=NC=C(C=C1F)OCCF 6,7-Dichloro-N-[3-fluoro-5-(2-fluoroethoxy)pyridin-2-yl]-1H-indol-3-sulfonamid